FC(C(C(F)(F)F)(OCCC[Si](Cl)(Cl)Cl)F)(F)F 3-(heptafluoroisopropoxy)propyltrichlorosilane